Ethylaminodisulfide phosphoramidite P(O)(O)N.C(C)SSN